ClC1=NC(=C(C=C1F)OC)C1=C(C=CC=C1C)C 2-chloro-6-(2,6-dimethylphenyl)-3-fluoro-5-methoxypyridine